6-Amino-3-chloro-4-cyano-2-fluorobenzoic acid methyl ester COC(C1=C(C(=C(C=C1N)C#N)Cl)F)=O